PYRIDO-OXAZIN O1NC=CC2=C1C=CC=N2